C12CN(CC2C1)CC=1NC2=CC(=CC=C2C1)CNC(=O)C=1N=C2N(C(C1)=O)C=CC=C2 N-[[2-(3-azabicyclo[3.1.0]hexan-3-ylmethyl)-1H-indol-6-yl]methyl]-4-oxo-pyrido[1,2-a]pyrimidine-2-carboxamide